6-(4-((4-Chlorophenyl)(phenyl)methyl)piperazine-1-carbonyl)hexahydro-2H-pyrido[4,3-b][1,4]oxazin-3(4H)-one ClC1=CC=C(C=C1)C(N1CCN(CC1)C(=O)N1CC2C(OCC(N2)=O)CC1)C1=CC=CC=C1